C1(CC1)C=1C=C(C(N(C1)C1CC(C1)C#N)=O)N=C=S 3-(5-cyclopropyl-3-isothiocyanato-2-oxopyridin-1(2H)-yl)cyclobutane-1-carbonitrile